COC1CN(CC1)CCC1=NC2=C(N1C)C=CC=C2 2-(2-(3-methoxypyrrolidin-1-yl)ethyl)-1-methyl-1H-benzo[d]imidazole